1-octadecanoyl-2-(11Z-eicosenoyl)-glycero-3-phosphoserine CCCCCCCCCCCCCCCCCC(=O)OC[C@H](COP(=O)(O)OC[C@@H](C(=O)O)N)OC(=O)CCCCCCCCC/C=C\CCCCCCCC